CN(C1=CC=C(C=C1)C=CC=CC(=O)C=1SC2=C(C1O)C=CC=C2)C 5-(4-(dimethylamino)phenyl)-1-(3-hydroxybenzothiophen-2-yl)pentan-2,4-diene-1-one